1-(4-(trifluoromethyl)phenyl)cyclobutyl 4-(((1-methyl-1H-imidazol-2-yl)methyl)amino)-2-methylene-4-oxobutanoate CN1C(=NC=C1)CNC(CC(C(=O)OC1(CCC1)C1=CC=C(C=C1)C(F)(F)F)=C)=O